3,4-dimethoxycinnamic acid COC=1C=C(C=CC(=O)O)C=CC1OC